C(C)(C)(C)C=1C=C(C=C(C1)C(C)(C)C)S(=O)(=O)O 3,5-bis(tert-butyl)benzenesulfonic acid